2-amino-5-chloropyrazolo[1,5-a]pyrimidine NC1=NN2C(N=C(C=C2)Cl)=C1